2-butyne-1,4-dicarboxylic acid C(C#CCC(=O)O)C(=O)O